C1(CCC2=CC=CC=C12)N[C@@H]1[C@H](CCCC1)CC=1C=C2CN(C(C2=CC1)=O)C1C(NC(CC1)=O)=O 3-(5-(((1R,2S)-2-((2,3-dihydro-1H-inden-1-yl)amino)cyclohexyl)methyl)-1-oxoisoindolin-2-yl)piperidine-2,6-dione